C(#N)C=1C=C(C=CC1)N1N=C(N=C1)C(=O)N(C)C[C@@H]1CN(CC1)C(=O)OC(C)(C)C tert-butyl (R)-3-((1-(3-cyanophenyl)-N-methyl-1H-1,2,4-triazole-3-carboxamido)methyl)pyrrolidine-1-carboxylate